(S,E)-6-cyclopropyl-3-((3-(3-(2-(4-(dimethylamino)-N-methylbut-2-enamido)propanamido)propoxy)phenyl)amino)-5-((tetrahydro-2H-pyran-4-yl)amino)pyrazine-2-carboxamide C1(CC1)C1=C(N=C(C(=N1)C(=O)N)NC1=CC(=CC=C1)OCCCNC([C@H](C)N(C(\C=C\CN(C)C)=O)C)=O)NC1CCOCC1